BrC=1C=C(C=CC1)C(C(=O)O)CC(F)(F)F (3-bromophenyl)-4,4,4-trifluorobutanoic acid